((6-(difluoromethoxy)-2-(2-methyl-[1,1'-biphenyl]-3-yl)benzo[d]oxazol-5-yl)methyl)-D-serine FC(OC1=CC2=C(N=C(O2)C=2C(=C(C=CC2)C2=CC=CC=C2)C)C=C1CN[C@H](CO)C(=O)O)F